N-(3,4-Dimethoxyphenyl)-N1-(2,3-dimethylphenyl)-6-morpholin-4-yl-[1,3,5]triazine-2,4-diamine COC=1C=C(C=CC1OC)NC1N(C(=NC(=N1)N)N1CCOCC1)C1=C(C(=CC=C1)C)C